C(O)(O)=O.C(C1=CC=CC=C1)N(C(=O)C=1C(=NC(=NC1)OC)NC1=CC=CC=C1)C/C=C/C (E)-4-(N-benzyl-2-methoxy-4-anilinopyrimidine-5-carboxamido)-2-butene carbonate